5-((R)-3-aminopyrrolidine-1-carbonyl)-4-(2-((6,6-dimethyl-2,4-dioxo-3-azabicyclo[3.1.0]hexan-3-yl)methyl)thieno[3,2-b]pyridin-7-yl)-6-methylpicolinonitrile 2,2,2-trifluoroacetate FC(C(=O)O)(F)F.N[C@H]1CN(CC1)C(=O)C=1C(=CC(=NC1C)C#N)C1=C2C(=NC=C1)C=C(S2)CN2C(C1C(C1C2=O)(C)C)=O